C1(CC1)C1=NC=NC(=C1C1=NC=CC(=N1)O[C@@H](C(F)(F)F)C1=CC=C(C=C1)C=1N(C=C(N1)C(F)(F)F)C)OC |o1:16| rel-(R)-4'-cyclopropyl-6'-methoxy-4-(2,2,2-trifluoro-1-(4-(1-methyl-4-(trifluoromethyl)-1H-imidazol-2-yl)phenyl)ethoxy)-2,5'-bipyrimidine